OC1(CC1)C=1C=2N(C=C(C1)C(=O)OC)C=C(N2)C methyl 8-(1-hydroxycyclopropyl)-2-methylimidazo[1,2-a]pyridine-6-carboxylate